(S)-8-hydroxy-7-methoxy-1,2,3,11a-tetrahydro-5H-benzo[e]pyrrolo[1,2-a][1,4]diazepine-5,11(10H)-dione OC=1C(=CC2=C(NC([C@H]3N(C2=O)CCC3)=O)C1)OC